tert-butyl 5-((diphenoxyphosphoryl)oxy)-3-methyl-2,3-dihydro-4H-1,4-oxazine-4-carboxylate O(C1=CC=CC=C1)P(=O)(OC1=CC=CC=C1)OC=1N(C(COC1)C)C(=O)OC(C)(C)C